5-amino-2-ethyl-3-phenyl-2,3-dihydrothiophene-4-carbonitrile NC1=C(C(C(S1)CC)C1=CC=CC=C1)C#N